C(C)(C)C=1C=C(C=CC1)C1CC2(CN(C2)C(OC(C)(C)C)=S)CC1 O-tert-Butyl 6-(3-isopropylphenyl)-2-azaspiro[3.4]octane-2-carbothioate